4-{[(2R)-2-bromobutyryl]amino}2-fluorobenzamide Br[C@@H](C(=O)NC1=CC(=C(C(=O)N)C=C1)F)CC